C(C)(C)[C@H]1CC[C@H](CC1)N1CCC(CC1)N1C(=C(C=2C1=NC=CC2)CN2CCCC2)CNS(=O)(=O)C N-((1-(1-(cis-4-isopropylcyclohexyl)piperidin-4-yl)-3-(pyrrolidin-1-ylmethyl)-1H-pyrrolo[2,3-b]pyridin-2-yl)methyl)methane-sulfonamide